N1N=CC(=C2C1=NC=N2)C=O imidazo[4,5-e]pyridazine-4-carbaldehyde